chloro-2-(o-tolylamino)nicotinamide ClC1=NC(=C(C(=O)N)C=C1)NC1=C(C=CC=C1)C